N-methyl-3-(methyl-(2-(9-methylphenazin-1-carboxamido)ethyl)amino)-N-(2-(9-methylphenazin-1-carboxamido)ethyl)propan-1-aminium C[NH+](CCCN(CCNC(=O)C1=CC=CC2=NC3=CC=CC(=C3N=C12)C)C)CCNC(=O)C1=CC=CC2=NC3=CC=CC(=C3N=C12)C